2-(4'-((3-aminopyrazolidin-1-yl)methyl)-[1,1'-biphenyl]-4-carboxamido)thiophene-3-carboxamide NC1NN(CC1)CC1=CC=C(C=C1)C1=CC=C(C=C1)C(=O)NC=1SC=CC1C(=O)N